NC1=NC2=C(C3=CN=CC=C13)C=C(C=C2)C(=O)N(C2COC1=NC(=CC=C12)C=1C=NN(C1)C)CC1CC1 5-amino-N-(cyclopropylmethyl)-N-(6-(1-methyl-1H-pyrazol-4-yl)-2,3-dihydrofuro[2,3-b]pyridin-3-yl)benzo[c][2,6]naphthyridin-9-carboxamide